1-methyl-3-isopropyl-4-p-tolyl-3,4-dihydroquinolin-2(1H)-one CN1C(C(C(C2=CC=CC=C12)C1=CC=C(C=C1)C)C(C)C)=O